NCC#CC=1C=C(SC1)C#CCNC(C[C@H]1C=2N(C3=C(C(=N1)C1=CC=C(C=C1)Cl)C(=C(S3)C)C)C(=NN2)C)=O (S)-N-(3-(4-(3-aminoprop-1-yn-1-yl)thiophen-2-yl)prop-2-yn-1-yl)-2-(4-(4-chlorophenyl)-2,3,9-trimethyl-6H-thieno[3,2-f][1,2,4]triazolo[4,3-a][1,4]diazepin-6-yl)acetamide